ClC1=NN(C2=NC(=NC=C21)Cl)CCCOC2=NN(C(=C2[N+](=O)[O-])CC)[C@H]2[C@@H](COCC2)F trans-3,6-Dichloro-1-(3-((5-ethyl-1-(3-fluorotetrahydro-2H-pyran-4-yl)-4-nitro-1H-pyrazol-3-yl)oxy)propyl)-1H-pyrazolo[3,4-d]pyrimidine